6-(furan-3-yl)-7-methoxy-1,9-dimethyl-9H-pyrido[3,4-b]indole O1C=C(C=C1)C=1C=C2C3=C(N(C2=CC1OC)C)C(=NC=C3)C